ClC=1N=C(C2=C(N1)C(=C(N=C2)Cl)F)C2CCN(CC2)C(=O)OCC2=CC=CC=C2 benzyl 4-{2,7-dichloro-8-fluoropyrido[4,3-d]pyrimidin-4-yl}piperidine-1-carboxylate